4-[[(1S)-2-hydroxy-1-phenyl-ethyl]amino]-2-(3-methyl-4-methylsulfonyl-anilino)pyrimidine-5-carbohydroxamic acid OC[C@H](C1=CC=CC=C1)NC1=NC(=NC=C1C(=O)NO)NC1=CC(=C(C=C1)S(=O)(=O)C)C